1-(((5s,7s)-3-((5-ethoxypyrazin-2-yl)methyl)-7-methyl-2-oxo-1-oxa-3-azaspiro[4.5]decan-7-yl)methyl)-1H-benzo[d]imidazole-6-carbonitrile C(C)OC=1N=CC(=NC1)CN1C(O[C@]2(C1)C[C@@](CCC2)(C)CN2C=NC1=C2C=C(C=C1)C#N)=O